2-((4-Amino-3-(3-hydroxyphenyl)-1H-pyrazolo[3,4-d]pyrimidin-1-yl)methyl)-3-(benzofuran-5-ylmethyl)-5-(6-morpholino-6-oxohex-1-yn-1-yl)quinazolin-4(3H)-one NC1=C2C(=NC=N1)N(N=C2C2=CC(=CC=C2)O)CC2=NC1=CC=CC(=C1C(N2CC=2C=CC1=C(C=CO1)C2)=O)C#CCCCC(=O)N2CCOCC2